C(C1CO1)OOCCC propoxy glycidyl ether